((3-(2-methoxypropan-2-yl)-1,2,3,5,6,7-hexahydro-s-indacen-4-yl)carbamoyl)-6,7-dihydro-5H-pyrazolo[5,1-b][1,3]oxazine-3-sulfonimidamide COC(C)(C)C1CCC2=CC=3CCCC3C(=C12)NC(=O)C1=NN2C(OCCC2)=C1S(=O)(N)=N